ClC1=NC(=NC(=C1)C1=C(C=CC=C1C)C)NSC=1C=C(C(=O)OC)C=CC1 methyl 3-[[4-chloro-6-(2,6-dimethylphenyl)pyrimidin-2-yl]amino]sulfanylbenzoate